C(C)OC(\C=C\C=1C(=NC(=NC1OC)Cl)N)=O (2E)-3-(4-amino-2-chloro-6-methoxypyrimidin-5-yl)prop-2-enoic acid ethyl ester